NC1=NC2=C(C=3N1N=C(N3)C3=NC=CC=C3)C(=C(N2CCN2CCN(CC2)C2=CC(=NC=C2F)C)C(=O)N)Cl 5-amino-9-chloro-7-(2-(4-(5-fluoro-2-methylpyridin-4-yl)piperazin-1-yl)ethyl)-2-(pyridin-2-yl)-7H-pyrrolo[3,2-e][1,2,4]triazolo[1,5-c]pyrimidine-8-carboxamide